tert-butyl (6-fluoro-2-oxo-2,3,4,5-tetrahydro-1H-benzo[b]azepin-3-yl)carbamate FC1=CC=CC=2NC(C(CCC21)NC(OC(C)(C)C)=O)=O